(S)-3-(5-(4-((1-(4-(1-fluoro-7-phenyl-3,8,9,10-tetrahydrocyclohepta[e]indazol-6-yl)-3-methoxyphenyl)piperidin-4-yl)methyl)piperazin-1-yl)-1-oxoisoindolin-2-yl)piperidine-2,6-dione FC1=NNC=2C=CC3=C(C12)CCCC(=C3C3=C(C=C(C=C3)N3CCC(CC3)CN3CCN(CC3)C=3C=C1CN(C(C1=CC3)=O)[C@@H]3C(NC(CC3)=O)=O)OC)C3=CC=CC=C3